diethyl ((3-bromo-5-(4-fluorobenzamido)benzo[b]thiophen-2-yl)difluoromethyl)phosphonate BrC=1C2=C(SC1C(F)(F)P(OCC)(OCC)=O)C=CC(=C2)NC(C2=CC=C(C=C2)F)=O